(1S,2S)-2-(3-chlorophenyl)-N-(4-(((6-cyclopropyl-8-(4-methylpiperazin-1-yl)imidazo[1,2-a]pyridin-2-yl)methyl)amino)-6-methylpyridin-2-yl)cyclopropane-1-carboxamide ClC=1C=C(C=CC1)[C@@H]1[C@H](C1)C(=O)NC1=NC(=CC(=C1)NCC=1N=C2N(C=C(C=C2N2CCN(CC2)C)C2CC2)C1)C